COC=1C=CC=C2C(N3C(=NC12)[C@H]1CCCN([C@@H]1CC3)C)=O |r| (±)-(4aR,13bS)-12-methoxy-4-methyl-1,2,3,4,4a,5,6,13b-octahydro-8H-[1,6]naphthyridino[5,6-b]quinazolin-8-one